C(CC\C=C/CCCCC)O[Si](CCCCN(CCCN(C)CCCC[Si](C)(OCCC\C=C/CCCCC)OCCC\C=C/CCCCC)C)(C)OCCC\C=C/CCCCC N1,N3-bis(4-(bis(((Z)-dec-4-en-1-yl)oxy)(methyl)silyl)butyl)-N1,N3-dimethylpropane-1,3-diamine